NC1=NC=CC=C1C1=NC=2C(=NC(=CC2)C2=CC=CC=C2)N1C=1C=C2CC[C@@H](C2=CC1)NC(C1=C(C=C(C(=C1)C1OCCO1)OCC1=CC=CC=C1)F)=O N-[(1S)-5-[2-(2-aminopyridin-3-yl)-5-phenylimidazo[4,5-b]pyridin-3-yl]-2,3-dihydro-1H-inden-1-yl]-4-(benzyloxy)-5-(1,3-dioxolan-2-yl)-2-fluorobenzamide